COC(C(C)N)C 3-methoxybutan-2-amine